dimethyldichloroethylene glycol (3-ethyl-3-oxetanylmethyl) ether C(C)C1(COC1)COC(C(Cl)(C)O)(Cl)C